2-[(3a,4,5,6,7,7a-hexahydro-1H-4,7-ethanoinden-6-yl)oxy]ethyl acrylate C(C=C)(=O)OCCOC1CC2C3C=CCC3C1CC2